ClC=1N=CN2C1C(=CC(=C2N2CC(S(CC2)(=O)=O)C)C=O)Cl 1,8-dichloro-5-(2-methyl-1,1-dioxidothiomorpholino)imidazo[1,5-a]pyridine-6-carbaldehyde